C(C)[NH+](C)CC N,N-diethyl-N-methylammonium